C1(CCC1)N1C2CC(CC1CC2)N2CCC(CC2)C=2C=C(C1=C(N(C(=N1)C1=CC(=C(C=C1)OC)OC)C)C2)C 6-(1-(8-cyclobutyl-8-azabicyclo[3.2.1]octan-3-yl)piperidin-4-yl)-2-(3,4-dimethoxyphenyl)-1,4-dimethyl-1H-benzo[d]imidazole